C(C)(C)(C)OC(=O)N1CC(C(CC1)=CF)(C(=O)O)C 1-tert-butoxycarbonyl-4-(fluoromethylene)-3-methylpiperidine-3-carboxylic acid